S1C(=CC=C1)CNC(OCC(OC)C[C@H](CCCC)NC(NCC1=CC(=CC=C1)NS(=O)(=O)C)=O)=O (2S)-2-[({3-[(methylsulfonyl)amino]benzyl}carbamoyl)amino]hexyl(2-methoxyethyl) (2-thienylmethyl)carbamate